(S)-quinuclidin-3-yl (7-(3-isopropylphenyl)isochroman-4-yl)carbamate C(C)(C)C=1C=C(C=CC1)C1=CC=C2C(COCC2=C1)NC(O[C@@H]1CN2CCC1CC2)=O